C(C)(C)(C)OC(=O)N1[C@](C[C@H](CC1)NC([C@H](C(C)(C)C)NC(=O)OC(C)(C)C)=O)(C(=O)O)CCCCB1OC(C(O1)(C)C)(C)C (2R,4S)-1-(tert-butoxycarbonyl)-4-((S)-2-((tert-butoxycarbonyl)amino)-3,3-dimethylbutyramido)-2-(4-(4,4,5,5-tetramethyl-1,3,2-dioxaborolan-2-yl)butyl)piperidine-2-carboxylic acid